The molecule is a hapalindole that is hapalindole H in which the octahydronaphthalene ring junction carbons both have S configuration instead of R. It is an isocyanide, an organic heterotetracyclic compound and a hapalindole. C[C@@]1(CC[C@H]2[C@H]([C@H]1[N+]#[C-])C3=CNC4=CC=CC(=C43)C2(C)C)C=C